[2H]C(C=1N(C2=CC=CC=C2C1)C1=NC=CC=C1)([2H])[2H] 2-Trideuteromethyl-1-(pyridin-2-yl)indole